C(C)(C)(C)OC(=O)N(C1(CCC2=C(C=C(S2)C(=O)OCC)C1)C)C ethyl 5-[tert-butoxycarbonyl(methyl)amino]-5-methyl-6,7-dihydro-4H-benzothiophene-2-carboxylate